1-(4-fluoro-phenyl)-1-{2-[4-(6-{1-[1-(tetrahydro-pyran-2-yloxy)-cyclopropylmethyl]-1H-pyrazol-4-yl}-pyrrolo[2,1-f][1,2,4]triazin-4-yl)-piperazin-1-yl]-pyrimidin-5-yl}-ethylamine FC1=CC=C(C=C1)C(C)(C=1C=NC(=NC1)N1CCN(CC1)C1=NC=NN2C1=CC(=C2)C=2C=NN(C2)CC2(CC2)OC2OCCCC2)N